1,2-dimethylbutyl methacrylate C(C(=C)C)(=O)OC(C(CC)C)C